COC(=O)C=1C=NC(=C(C1)[N+](=O)[O-])\C=C(/C(=O)OCC)\CC 6-[(1Z)-3-ethoxy-2-ethyl-3-oxoprop-1-en-1-yl]-5-nitropyridine-3-carboxylic acid methyl ester